1,11-dimercapto-3,6,9-trithiaundecane SCCSCCSCCSCCS